3-(tert-butoxycarbonyl)pyrrolidine C(C)(C)(C)OC(=O)C1CNCC1